ClC=1N=C2C(=NC1)N(C(=N2)C2=NC(=CC=C2)OCC)C2=C(C=CC=C2OC)OC 5-chloro(2,6-dimethoxyphenyl)-2-(6-ethoxypyridin-2-yl)-1H-imidazo[4,5-b]pyrazine